4-(3,4,5-trifluorophenyl)-1H-1,2,3-triazol FC=1C=C(C=C(C1F)F)C=1N=NNC1